6-(benzo[d]thiazol-5-yl)-2-(4-chlorobenzyl)pyridazin-3(2H)-one S1C=NC2=C1C=CC(=C2)C=2C=CC(N(N2)CC2=CC=C(C=C2)Cl)=O